CO[Si](OC(C)CC)(OC)OC trimethoxysec-butyloxysilane